(3aR,5S,6aS)-5-methylaminohexahydrocyclopenta[c]pyrrole CN[C@H]1C[C@@H]2C(CNC2)=C1